1'-[(4-bromophenyl)methyl]-2-ethyl-spiro[6,7-dihydrothieno[3,2-c]pyran-4,4'-piperidine] BrC1=CC=C(C=C1)CN1CCC2(CC1)OCCC1=C2C=C(S1)CC